NC1=NC=2C(=CC=CC2C=2N1C=C(N2)C(=O)N2CCCCC2)OC (5-amino-7-methoxyimidazo[1,2-c]quinazolin-2-yl)(piperidin-1-yl)methanone